N1(N=CC=C1)C1=CC=C(C=N1)N1C(N(C2=C(C1=O)C(=C(S2)C2=CC=C(C=C2)[N+](=O)[O-])C)CC2=C(C=CC=C2F)F)=O 3-(6-(1H-pyrazol-1-yl)pyrid-3-yl)-1-(2,6-difluorobenzyl)-5-methyl-6-(4-nitrophenyl)thieno[2,3-d]pyrimidine-2,4(1H,3H)-dione